C(C1=CC=CC=C1)OC1=C(C(=C(C=C1)C=1CCOCC1)F)F 4-(4-Benzyloxy-2,3-Difluoro-Phenyl)-3,6-Dihydro-2H-Pyran